C(C)OC(=O)C=1N=C(N(C1C)C)Br bromo-1,5-dimethyl-1H-imidazole-4-carboxylic acid ethyl ester